OC(C)C=1C=C2C(=NC1)OC=C2C=2C=CC=C(C2)C2CC(NC2)=O 4-(5-(5-(1-hydroxyethyl)furo[2,3-b]pyridin-3-yl)phenyl)pyrrolidin-2-one